C(C)(C)(C)C=1C=C2C=NN(C(C2=C(C1)F)=O)C1=NC=CC(=C1CO)Cl 6-tert-butyl-2-(4-chloro-3-(hydroxymethyl)pyridin-2-yl)-8-fluorophthalazin-1(2H)-one